C(CCC(=O)[O-])(=O)OC(C1=CC=CC=C1)(CCCC)CCCC bisbutylbenzyl succinate